6-methoxy-7-(4-methylpiperidin-1-yl)propoxyquinoline COC=1C=C2C=CC=NC2=CC1OCCCN1CCC(CC1)C